Cl.NC(C(=O)O)CC1=CC=C(C=C1)F 2-amino-3-(4-fluorophenyl)propanoate hydrochloride